COCC1(CCCC1)C1=NC=2CCC(CC2C(=C1C=1N=NNN1)C1=CC=CC=C1)CCCCC 2-(1-(methoxymethyl)cyclopentyl)-6-pentyl-4-phenyl-3-(2H-tetrazol-5-yl)-5,6,7,8-tetrahydroquinolin